N-(3-(dimethylamino)benzyl)-N-(3-methoxybenzyl)-3-(2-morpholinoethoxy)aniline CN(C=1C=C(CN(C2=CC(=CC=C2)OCCN2CCOCC2)CC2=CC(=CC=C2)OC)C=CC1)C